O=C1CC(N(C2=C(N1)C1=CC=CC=C1C=C2)C=2C=C(/C(/N)=N/O)C=CN2)=O (Z)-2-(2,4-Dioxo-1,2,3,4-tetrahydro-5H-naphtho[1,2-b][1,4]diazepin-5-yl)-N'-hydroxyisonicotinimidamide